N1=CN=C(C2=C1C=NC=C2)O pyridino[3,4-d]pyrimidine-4-ol